tert-Butyl 4-(6-(5-Bromo-1-methyl-2-oxo-1,2-dihydropyridin-3-ylamino)pyridin-3-yl)-5,6-dihydropyridine-1(2H)-carboxylate BrC=1C=C(C(N(C1)C)=O)NC1=CC=C(C=N1)C1=CCN(CC1)C(=O)OC(C)(C)C